C(C)C(COP(OCC(CCCC)CC)(=O)C(N)CC(CCCC)CC)CCCC 2-Ethylhexyl-aminomethylphosphonic acid di(2-ethylhexyl) ester